OCCN1CCN(CC1)C1=CC(=NC=2N1N=C(C2C2=CC=CC=C2)C)C=2C=C(C=CC2)CCCCCCCCCNC(OC(C)(C)C)=O Tert-butyl (9-(3-(7-(4-(2-hydroxyethyl)piperazin-1-yl)-2-methyl-3-phenyl-pyrazolo[1,5-a]pyrimidin-5-yl)phenyl)nonyl)carbamate